isopropyl trans-N-[4-(5-bromothiazol-2-yl)cyclohexyl]carbamate BrC1=CN=C(S1)[C@@H]1CC[C@H](CC1)NC(OC(C)C)=O